5-(4-methyl-quinazolin-2-ylmethyl)-3,5-dihydro-imidazo[4,5-d]pyridazin-4-one CC1=NC(=NC2=CC=CC=C12)CN1N=CC2=C(C1=O)NC=N2